ethyl bromoacetate zinc [Zn].BrCC(=O)OCC